[N+](=O)([O-])C=1C=C(C(=CC1)C=1C(=CC(=CC1)[N+](=O)[O-])C(=O)O)C(=O)O 4,4'-dinitro-1,1'-biphenyl-2,2'-dicarboxylic acid